FC1=CC2=C(C(=NO2)C2CCN(CC2)CCCCCC2=C3CN(C(C3=CC=C2)=O)C2CNCCC2)C=C1 3-(4-(5-(4-(6-fluorobenzisoxazole-3-yl)piperidin-1-yl)pentyl)-1-oxoisoindoline-2-yl)piperidine